4-(4-((1R,5S)-3,8-diazabicyclo[3.2.1]octan-3-yl)-8-fluoro-2-((1-(pyrrolidin-1-ylmethyl)cyclopropyl)methoxy)quinazolin-7-yl)-5-ethylnaphthalen-2-ol [C@H]12CN(C[C@H](CC1)N2)C2=NC(=NC1=C(C(=CC=C21)C2=CC(=CC1=CC=CC(=C21)CC)O)F)OCC2(CC2)CN2CCCC2